rac-5-[[2-[(2R,5S)-5-methyl-2-(2-oxo-1,3-dihydrobenzimidazol-5-yl)-1-piperidyl]-2-oxo-acetyl]amino]pyridine-3-carboxamide C[C@H]1CC[C@@H](N(C1)C(C(=O)NC=1C=C(C=NC1)C(=O)N)=O)C1=CC2=C(NC(N2)=O)C=C1 |r|